C1(=CC=C(C=C1)C1=CC=C(C(=O)C2=CC=CC=C2)C=C1)C 4-p-toluyl-benzophenone